3-oxopropan O=CCC